ethyl 3-(1-(fluoromethyl) cyclopropyl)-1,2,4-oxadiazole-5-carboxylate FCC1(CC1)C1=NOC(=N1)C(=O)OCC